CC1(OB(OC1(C)C)C1=CC=C(C=C1)C1=CC2=C(S(C3=C2C=CC=C3)(=O)=O)C=C1)C 2-[4-(4,4,5,5-Tetramethyl-1,3,2-dioxaborolan-2-yl)phenyl]dibenzothiophen-5,5-dioxid